5-(1-ethoxyvinyl)-3-methylpyridine C(C)OC(=C)C=1C=C(C=NC1)C